N-[(2,6-dichloropyrimidin-4-yl)amino]carboxamide ClC1=NC(=CC(=N1)NNC=O)Cl